2-cyanoethyl imidazole-1-carboxylate N1(C=NC=C1)C(=O)OCCC#N